FC(C(C(=O)O)(C)C(=O)OC)(C)F 3,3-Difluoro-2-methoxycarbonyl-2-methyl-butyric acid